4-(4,5-diphenyl-1H-imidazole-2-yl)benzylamine C1(=CC=CC=C1)C=1N=C(NC1C1=CC=CC=C1)C1=CC=C(CN)C=C1